2-(2-(1-naphthyl)ethynyl)anisole C1(=CC=CC2=CC=CC=C12)C#CC1=C(C=CC=C1)OC